trans-N-(1-(2-(difluoromethyl)-2-methylcyclopropyl)-2-oxo-1,2-dihydropyridin-3-yl)-7-isopropoxy-2-(1-methyl-2-oxabicyclo[2.1.1]hex-4-yl)imidazo[1,2-a]pyrimidine-6-carboxamide FC(C1(C(C1)N1C(C(=CC=C1)NC(=O)C=1C(=NC=2N(C1)C=C(N2)[C@]21CO[C@@](C2)(C1)C)OC(C)C)=O)C)F